6-hydroxy-N-(4-(methylthio)phenyl)-2-naphthalamide OC=1C=C2C=CC(=CC2=CC1)C(=O)NC1=CC=C(C=C1)SC